NC(CC(C#C)NC(=O)C1N(CC=2N=CN=CC21)C(=O)OC(C)(C)C)=O Tert-butyl 5-[1-(2-amino-2-oxo-ethyl)prop-2-ynylcarbamoyl]-5,7-dihydropyrrolo[3,4-d]pyrimidine-6-carboxylate